2-tetrahydrofuran-3-yl-6-(trifluoromethyl)pyrrolo[2,3-b]pyridin O1CC(CC1)C1=CC=2C(=NC(=CC2)C(F)(F)F)N1